COC(COC[C@@H](O)COP(=O)(O)OC[C@H](N)C(=O)O)CCCCCCCCCCCCCCCCCC 1-(2-methoxy-eicosanyl)-sn-glycero-3-phosphoserine